C(C)(C)(C)N1COC(CC1)(F)CC 1-(tert-butyl)4-ethyl-4-fluoro-3-oxapiperidine